(+)-glucitol C([C@H](O)[C@@H](O)[C@H](O)[C@H](O)CO)O